4-(cyclopentylmethyl)-3-{2-methanesulfonyl-5-[2-(triisopropylsilyl)ethynyl]pyrido[2,3-d]pyrimidin-7-yl}-1,3-oxazolidin-2-one C1(CCCC1)CC1N(C(OC1)=O)C=1C=C(C2=C(N=C(N=C2)S(=O)(=O)C)N1)C#C[Si](C(C)C)(C(C)C)C(C)C